C1(CCCCC1)NC=1N=C(N=NC1C(=O)N)NC1=C(C=C2CCN(C(C2=C1)C)C)OC Cyclohexylamino-3-((6-methoxy-1,2-dimethyl-1,2,3,4-tetrahydroisoquinolin-7-yl)amino)-1,2,4-triazine-6-carboxamide